BrC1=NC=CC=C1NC(OC(C)(C)C)=O tert-butyl (2-bromopyridin-3-yl)carbamate